4,4'-Bis[2-(2-hydroxyethoxy)ethoxy]chalcone OCCOCCOC1=CC=C(C=C1)\C=C\C(=O)C1=CC=C(C=C1)OCCOCCO